3-[5-benzyloxy-1-(4-fluoro-3-methyl-phenyl)-2-tetrahydropyran-4-yl-indol-3-yl]Methyl-1-formyl-cyclobutanecarboxylate C(C1=CC=CC=C1)OC=1C=C2C(=C(N(C2=CC1)C1=CC(=C(C=C1)F)C)C1CCOCC1)CC1CC(C1)(C(=O)[O-])C=O